C(C1CCCO1)NCC1CC(C(C(C1)OC)OC)CNCC1CCCO1 1,3-bis(tetrahydrofurfurylaminomethyl)-4,5-dimethoxycyclohexane